N1(CC(C1)CCO)C1CNC1 2-([1,3'-biazetidin]-3-yl)ethan-1-ol